trans-N1-((trans-4-(4-methoxy-3-methylphenyl)cyclohexyl)methyl)-N1-(3-(2-methoxythiazol-5-yl)phenyl)-N4-methylcyclohexane-1,4-dicarboxamide COC1=C(C=C(C=C1)[C@@H]1CC[C@H](CC1)CN(C(=O)[C@@H]1CC[C@H](CC1)C(=O)NC)C1=CC(=CC=C1)C1=CN=C(S1)OC)C